(E)-ethyl 3-(3-formyl-4-hydroxyphenyl)acrylate C(=O)C=1C=C(C=CC1O)/C=C/C(=O)OCC